4-[[(2S)-1,4-dioxan-2-yl]methoxy]-1-methyl-9-[4-(trifluoromethyl)-3,6-dihydro-2H-pyridin-1-yl]-6,7-dihydrobenzo[a]quinolizin-2-one O1[C@@H](COCC1)COC=1N2CCC3=C(C2=C(C(C1)=O)C)C=CC(=C3)N3CCC(=CC3)C(F)(F)F